(Z)-3,4,4-trifluoro-4-(phenylsulfinyl)but-2-en-1-amine F\C(=C/CN)\C(S(=O)C1=CC=CC=C1)(F)F